C[C@H]1[C@@H](CN(C1)CC1=NC(=CC=C1)C)C=1NC(C2=C(N1)N(N=C2)C2CCOCC2)=O 6-{(3S,4S)-4-methyl-1-[(6-methylpyridin-2-yl)methyl]pyrrolidin-3-yl}-1-(tetrahydro-2H-pyran-4-yl)-1,5-dihydro-4H-pyrazolo[3,4-d]pyrimidin-4-one